4-ethyl-2,6-dipropoxyphenol C(C)C1=CC(=C(C(=C1)OCCC)O)OCCC